CN(C1=CC=C(\C=C\2/OC3=C(C2=O)C=CC(=C3)OCCCCCC)C=C1)C (Z)-2-(4-(dimethylamino)benzylidene)-6-(hexyloxy)benzofuran-3(2H)-one